C(C1=CC=CC=C1)SC=1C(=NC=C(C1)F)C 3-(benzylsulfanyl)-5-fluoro-2-methylpyridine